3-(6-chloro-4-iodopyridin-2-yl)-3-azabicyclo[3.1.0]hexane ClC1=CC(=CC(=N1)N1CC2CC2C1)I